OC[C@]1(O)[C@@H](O)[C@H](O)[C@H](O1)CO β-fructofuranose